(1S,3aS,3bR,5aR,10aS,10bR,12aS)-1-acetyl-12a-methylhexadecahydrocyclohepta[a]cyclopenta[f]naphthalen-7(1H)-one C(C)(=O)[C@H]1CC[C@H]2[C@@H]3CC[C@H]4[C@@H]([C@H]3CC[C@@]21C)CCCC(C4)=O